1-Propyl-1-ethylpiperidinium cyanid benzyl-2-(2-(tert-butoxycarbonyl)-2,6-diazaspiro[3.4]octan-6-yl)-3-cyano-4-(2-fluorophenyl)-5,8-dihydro-1,7-naphthyridine-7(6H)-carboxylate C(C1=CC=CC=C1)OC(=O)N1CCC=2C(=C(C(=NC2C1)N1CC2(CN(C2)C(=O)OC(C)(C)C)CC1)C#N)C1=C(C=CC=C1)F.[C-]#N.C(CC)[N+]1(CCCCC1)CC